1-((1-(1,4-dioxane-2-carbonyl)piperidin-4-yl)methyl)-4-chloro-N-(5-((3-fluorophenyl)ethynyl)-3-methylpyridin-2-yl)-1H-pyrazole-5-carboxamide O1C(COCC1)C(=O)N1CCC(CC1)CN1N=CC(=C1C(=O)NC1=NC=C(C=C1C)C#CC1=CC(=CC=C1)F)Cl